C1(CC1)C1=NC=NC(=C1C1=NN2C(N(C(CC2)=O)[C@H](C)C2=CC=C(C=C2)C=2N(C=C(N2)C(F)(F)F)C(C)C)=C1)OC (R)-2-(4-cyclopropyl-6-methoxypyrimidin-5-yl)-4-(1-(4-(1-isopropyl-4-(trifluoromethyl)-1H-imidazol-2-yl)phenyl)ethyl)-6,7-dihydropyrazolo[1,5-a]pyrimidin-5(4H)-one